ClC1=CC=C(C=C1)C1=C(CC2(CCCC2)CC1)C=O 8-(4-chlorophenyl)spiro[4.5]dec-7-ene-7-carbaldehyde